3-(methylsulfinyl)oxetane CS(=O)C1COC1